FC1=CC=C(CC2=CC3=C(OC[C@@H](N3)C)N=C2)C=C1 (S)-7-(4-fluorobenzyl)-2-methyl-2,3-dihydro-1H-pyrido[2,3-b][1,4]oxazine